6,7-dimethyl-1-naphthol CC=1C=C2C=CC=C(C2=CC1C)O